N1=CC=C(C=C1)C(=O)NC1=C(SC=C1)C(=O)O 3-(pyridine-4-amido)thiophene-2-carboxylic acid